ClC1=NC=C(C(=C1)C1=C(C=NC(=C1)C)C(=O)NC=1SC2=C(N1)CN(C2)C(C2=NC(=C(C=C2Cl)C(F)F)C)=O)OC 2'-Chloro-N-(5-(3-chloro-5-(difluoromethyl)-6-methyl-picolinoyl)-5,6-dihydro-4H-pyrrolo[3,4-d]thiazol-2-yl)-5'-methoxy-6-methyl-[4,4'-bipyridine]-3-carboxamide